NC1=NN2C(C=C(C=C2)C=2C(=NC(=C(C(=O)NCC3=C(C(=CC(=C3)F)F)O[C@@H]3COCC3)C2)C)C)=N1 (S)-5-(2-amino-[1,2,4]triazolo[1,5-a]pyridin-7-yl)-N-(3,5-difluoro-2-((tetrahydrofuran-3-yl)oxy)benzyl)-2,6-dimethylnicotinamide